3-((5-(5-(difluoromethyl)-1,3,4-oxadiazole-2-yl)pyridine-2-yl)methyl)-1-methyl-7-(pyridine-3-yl)quinazoline-2,4(1H,3H)-dione FC(C1=NN=C(O1)C=1C=CC(=NC1)CN1C(N(C2=CC(=CC=C2C1=O)C=1C=NC=CC1)C)=O)F